6-N-[(1S,2R)-2-aminocyclohexyl]-4-N-[(3-chloro-4-methylphenyl)methyl]-1-methylpyrazolo[3,4-d]pyrimidine-4,6-diamine N[C@H]1[C@H](CCCC1)NC1=NC(=C2C(=N1)N(N=C2)C)NCC2=CC(=C(C=C2)C)Cl